CN1CCN(CC1)CC1CCN(CC1)C 1-methyl-4-((1-methylpiperidin-4-yl)methyl)piperazine